(5-benzyl-1-(4-isobutoxybenzyl)-1H-pyrazol-3-yl)piperidine C(C1=CC=CC=C1)C1=CC(=NN1CC1=CC=C(C=C1)OCC(C)C)N1CCCCC1